OC1=C(C=O)C=C(C(=C1)C(F)(F)F)OC 2-hydroxy-5-methoxy-4-(trifluoromethyl)benzaldehyde